NC1=C(C=C(C=C1)C1=CC(=C(C=C1)C(C(=O)N)COCCN=[N+]=[N-])C)C (4'-amino-3,3'-dimethyl-[1,1'-biphenyl]-4-yl)-3-(2-azidoethoxy)propanamide